C(C)(=O)C=1C=C(C=C2C(N(C(=NC12)N1CCC(CC1)(C)C)C)=O)C 8-acetyl-2-(4,4-dimethylpiperidin-1-yl)-3,6-dimethylquinazolin-4(3H)-one